(1-(7-(piperazin-1-yl)-4-((1-(3,4,5-trimethoxyphenyl)-1H-imidazol-4-yl)amino)quinazolin-2-yl)pyrrolidin-2-yl)methanol N1(CCNCC1)C1=CC=C2C(=NC(=NC2=C1)N1C(CCC1)CO)NC=1N=CN(C1)C1=CC(=C(C(=C1)OC)OC)OC